4-(2-(4-(5-chloro-2-(4-chloro-1H-1,2,3-triazol-1-yl)phenyl)-2,5-dioxopiperazin-1-yl)-3-(4-fluorophenyl)propanamido)-2-fluoro-N-methylbenzamide ClC=1C=CC(=C(C1)N1CC(N(CC1=O)C(C(=O)NC1=CC(=C(C(=O)NC)C=C1)F)CC1=CC=C(C=C1)F)=O)N1N=NC(=C1)Cl